tert-Butyl N-[17-(4,7,10,13,16-pentaoxanonadec-18-ynamido)-3,6,9,12,15-pentaoxaheptadecan-1-yl]carbamate C(CCOCCOCCOCCOCCOCC#C)(=O)NCCOCCOCCOCCOCCOCCNC(OC(C)(C)C)=O